tert-Butyl (R)-7-(8-((tert-butoxycarbonyl)amino)-7-fluoro-3-(3-(tetrahydrofuran-3-yl)ureido)isoquinolin-6-yl)-8-methyl-3,4-dihydro-1,5-naphthyridine-1(2H)-carboxylate C(C)(C)(C)OC(=O)NC=1C(=C(C=C2C=C(N=CC12)NC(=O)N[C@H]1COCC1)C1=CN=C2CCCN(C2=C1C)C(=O)OC(C)(C)C)F